PYRROLE-2-CARBOXYLATE N1C(=CC=C1)C(=O)[O-]